[N-](S(=O)(=O)C(F)(F)F)S(=O)(=O)C(F)(F)F.C(C)N1C=[N+](C=C1)C 1-Ethyl-3-methylimidazolium bis(trifluoromethylsulfonyl)imide